ICCOC1(C(=CC(C=C1)=O)OC)OC 4-(2-iodoethoxy)-3,4-dimethoxy-cyclohex-2,5-dien-1-one